CN(S(=O)(=O)C1=CC=C(C=C1)/C=C/C(=O)O[C@@H]1C(OC2=CC3=C(C=C2C1)C=CC(O3)=O)(C)C)C (S,E)-2,2-dimethyl-8-oxo-2,3,4,8-tetrahydropyrano[3,2-g]chromen-3-yl 3-(4-(N,N-dimethylsulfamoyl)phenyl)acrylate